OC1=CC2=CC=CC=C2C=C1 2-HYDROXYNAPHTHALENE